CCCCCCCCCCCCCC(=O)O[C@H](COC(=O)CCCCCCC/C=C\\CCCCCCCC)COP(=O)(O)OCCN The molecule is a 1,2-diacyl-sn-glycero-3-phosphoethanolamine in which the 1- and 2-acyl groups are specified as oleoyl and myristoyl respectively. It is a 1,2-diacyl-sn-glycero-3-phosphoethanolamine and a tetradecanoate ester. It derives from an oleic acid. It is a tautomer of a 1-oleoyl-2-myristoyl-sn-glycero-3-phosphoethanolamine zwitterion.